C1(CCCC1)N(C(=O)OCC1=C(C=NN1C)C1=CC=C(C=N1)OC1CCCCC1)C (1S,3S)-3-((6-(5-(((Cyclopentyl(methyl)carbamoyl)oxy)methyl)-1-methyl-1H-pyrazol-4-yl)pyridin-3-yl)oxy)cyclohexan